FC=1C=C(C=NC1OC)CN1C2CN(CC1C2)C=2N=CC(=NC2)C=2C=1N(C=C(C2)OCC(C)(C)O)N=CC1C#N 4-(5-(6-((5-Fluoro-6-methoxypyridin-3-yl)methyl)-3,6-diazabicyclo[3.1.1]hept-3-yl)pyrazin-2-yl)-6-(2-hydroxy-2-methylpropyloxy)pyrazolo[1,5-a]pyridine-3-carbonitrile